2-Methyl-N-(3-(piperidin-1-ylmethyl)-1,2,4-thiadiazol-5-yl)-5-(3-(trifluoromethyl)phenyl)furan-3-carboxamide CC=1OC(=CC1C(=O)NC1=NC(=NS1)CN1CCCCC1)C1=CC(=CC=C1)C(F)(F)F